C(C)(C)(C)[C@@H]1N=C(N(C1)C1=CC(=CC(=C1)C(C)(C)C)C(C)(C)C)C=1C=CC=C2C=CC=NC12 (S)-8-(4-(tert-butyl)-1-(3,5-di-tert-butylphenyl)-4,5-dihydro-1H-imidazol-2-yl)quinoline